7-(naphthalen-2-yl)-L-tryptophan C1=C(C=CC2=CC=CC=C12)C1=C2NC=C(C[C@H](N)C(=O)O)C2=CC=C1